ClC1=NC(=CC=C1C(=O)NS(=O)(=O)C1=CC=CC(=N1)NCCC[C@H]1CC(N(C1)C(=O)OC(C)(C)C)(C)C)N1C(C(CC1)OCCCC(C)(C)C)=O tert-butyl (4S)-4-[3-[[6-[[2-chloro-6-[3-(4,4-dimethylpentoxy)-2-oxo-pyrrolidin-1-yl]pyridine-3-carbonyl] sulfamoyl]-2-pyridyl]amino]propyl]-2,2-dimethyl-pyrrolidine-1-carboxylate